tert-butyl (7,8,9,10-tetrahydro-6H-benzo[4,5]imidazo[1,2-a]azepin-4-yl)carbamate C1=CC=C(C=2N=C3N(CCCCC3)C21)NC(OC(C)(C)C)=O